FC=1C=2CCCC2C(=C2CCCC12)NC(=O)N=S(=O)(NC(C1=CC=CC=C1)(C1=CC=CC=C1)C1=CC=CC=C1)C=1C=NN2C1OC(C2)C N'-((8-fluoro-1,2,3,5,6,7-hexahydro-s-indacen-4-yl)carbamoyl)-2-methyl-N-trityl-2,3-dihydropyrazolo[5,1-b]oxazole-7-sulfonimidamide